C(C)(C)C1=C(NC2=CC=C(C=C12)C1CCN(CC1)C1COC1)C=1C=C(C=2N(C1)N=NN2)CO (6-(3-isopropyl-5-(1-(oxetan-3-yl)piperidin-4-yl)-1H-indol-2-yl)tetrazolo[1,5-a]pyridin-8-yl)methanol